5-((tert-butoxycarbonyl) amino)-2,3-dihydro-1H-inden-2-yl 4-methylbenzenesulfonate CC1=CC=C(C=C1)S(=O)(=O)OC1CC2=CC=C(C=C2C1)NC(=O)OC(C)(C)C